(S)-4-(1,4-dioxan-2-yl)-2,6-dimethoxybenzenesulfonyl chloride O1[C@H](COCC1)C1=CC(=C(C(=C1)OC)S(=O)(=O)Cl)OC